4-(8-(3-Chloro-2-fluoro-6-nitrophenoxy)-3-cyano-2-(((3R,4R)-4-methoxy-1-methylpyrrolidin-3-yl)oxy)quinolin-4-yl)piperazine-1-carboxylic acid tert-butyl ester C(C)(C)(C)OC(=O)N1CCN(CC1)C1=C(C(=NC2=C(C=CC=C12)OC1=C(C(=CC=C1[N+](=O)[O-])Cl)F)O[C@@H]1CN(C[C@H]1OC)C)C#N